lithium oxygen 4-Bromo-1-((3,3-difluorocyclobutyl)methyl)-5-methyl-3-nitro-1H-pyrazole BrC=1C(=NN(C1C)CC1CC(C1)(F)F)[N+](=O)[O-].[O].[Li]